CN1N=CC(=C1)C(=O)NC1=CC2=C(C=N1)C=C(N2)C2=NC=NC(=C2)C(F)(F)F 1-methyl-N-(2-(6-(trifluoromethyl)pyrimidin-4-yl)-1H-pyrrolo[3,2-c]pyridin-6-yl)-1H-pyrazole-4-carboxamide